tetraethyl [{2,7-bis[bis(4-methoxyphenyl)amino]-9H-fluorene-9,9-diyl}di(ethane-2,1-diyl)]bis(phosphonate) COC1=CC=C(C=C1)N(C1=CC=2C(C3=CC(=CC=C3C2C=C1)N(C1=CC=C(C=C1)OC)C1=CC=C(C=C1)OC)(CCP(OCC)(OCC)=O)CCP(OCC)(OCC)=O)C1=CC=C(C=C1)OC